(3S)-amino-2-fluoropropionic acid methyl ester COC(C(C)(F)N)=O